(R)-N-(3-(3-(1H-imidazol-2-yl)-5,6,7,8-tetrahydroimidazo[1,5-a]pyridin-7-yl)-2,4-difluorophenyl)-5-chloro-2-methoxy-pyridine-3-sulfonamide N1C(=NC=C1)C1=NC=C2N1CC[C@H](C2)C=2C(=C(C=CC2F)NS(=O)(=O)C=2C(=NC=C(C2)Cl)OC)F